(R)-N-(2-methyl-3-carbonylisoxazolidin-4-yl)-8-(methylamino)-6-((6-(2-carbonylpiperidine-1-yl)pyridin-2-yl)amino)imidazo[1,2-b]pyridazine-3-carboxamide CN1OC[C@@H](C1=C=O)NC(=O)C1=CN=C2N1N=C(C=C2NC)NC2=NC(=CC=C2)N2C(CCCC2)=C=O